C(CCCCCCC\C=C/C\C=C/CCCCC)(=O)OCCCCC(CCCCOC(CCC(OCCCC\C=C/CC)OCCCC\C=C/CC)=O)OC(=O)OCCCN(C)CC 9-((4,4-bis(((Z)-oct-5-en-1-yl)oxy)butanoyl)oxy)-5-(((3-(ethyl(methyl)amino)propoxy)carbonyl)oxy)nonyl (9Z,12Z)-octadeca-9,12-dienoate